6-((3-(1,1,1,5,5,5-hexamethyl-3-((trimethylsilyl)oxy)trisiloxan-3-yl)propyl)amino)-N-(2-(2-methoxyethoxy)ethyl)-N,N-dimethyl-6-oxohexan-1-aminium bromide [Br-].C[Si](O[Si](O[Si](C)(C)C)(O[Si](C)(C)C)CCCNC(CCCCC[N+](C)(C)CCOCCOC)=O)(C)C